COC(=O)[C@H]1[C@@H]2CN([C@H](C1)C2)C(=O)OC(C)(C)C (1S,4R,5R)-2-azabicyclo[2.2.1]heptane-2,5-dicarboxylic acid 2-tert-butyl 5-methyl ester